(3'-(decyloxy)-5'-pentadecyl-[1,1'-biphenyl]-4-yl)methyl 4-(4-(2-hydroxyethyl) piperazin-1-yl)butanoate OCCN1CCN(CC1)CCCC(=O)OCC1=CC=C(C=C1)C1=CC(=CC(=C1)CCCCCCCCCCCCCCC)OCCCCCCCCCC